C1(CC1)C1=NN(C=C1C#C)C 3-cyclopropyl-4-ethynyl-1-methyl-1H-pyrazole